C(C)(C)(C)OC(=O)N1CC=2N(CC1)N=CC2C(F)F 3-(difluoromethyl)-6,7-dihydropyrazolo[1,5-a]pyrazine-5(4H)-carboxylic acid tert-butyl ester